N-(4-fluoro-5-(6-morpholinopyridin-3-yl)-2-((3S,5R)-3,4,5-trimethylpiperazin-1-yl)phenyl)-4-(trifluoromethyl)-6-(2-(trimethylsilyl)ethoxy)nicotinamide FC1=CC(=C(C=C1C=1C=NC(=CC1)N1CCOCC1)NC(C1=CN=C(C=C1C(F)(F)F)OCC[Si](C)(C)C)=O)N1C[C@@H](N([C@@H](C1)C)C)C